N-(1-((difluoromethoxy)methyl)cyclopropyl)-4,5,6,7-tetrahydropyrazolo[1,5-a]pyrazine-3-carboxamide FC(OCC1(CC1)NC(=O)C=1C=NN2C1CNCC2)F